3-[(cyclopropylmethyl)amino]-2-fluoro-N-[4-[1,2,2,2-tetrafluoro-1-(trifluoromethyl)ethyl]-2-(trifluoromethyl)phenyl]benzamide C1(CC1)CNC=1C(=C(C(=O)NC2=C(C=C(C=C2)C(C(F)(F)F)(C(F)(F)F)F)C(F)(F)F)C=CC1)F